(9aS)-7-morpholino-2,3,4,6,7,8,9,9a-octahydropyrido[1,2-a]pyrazin-1-one O1CCN(CC1)C1CC[C@@H]2N(CCNC2=O)C1